O=C1NC(CCC1N1C(C2=CC=C(C=C2C1)C1(CCN(CC1)C(=O)OC(C)(C)C)O)=O)=O tert-butyl 4-(2-(2,6-dioxopiperidin-3-yl)-1-oxoisoindolin-5-yl)-4-hydroxypiperidine-1-carboxylate